6-methyl-N-(2-methyl-1,2,3,4-tetrahydroisoquinolin-7-yl)-5-nitroisoquinolin-1-amine CC=1C(=C2C=CN=C(C2=CC1)NC1=CC=C2CCN(CC2=C1)C)[N+](=O)[O-]